C(C)C1CCC(CC1)OC(=O)N[C@H](C(=O)N[C@H](C(S(=O)(=O)[O-])O)C[C@H]1C(NCC1)=O)CC(C)C.[Na+] sodium (2S)-2-((S)-2-((((4-ethylcyclohexyl)oxy)carbonyl)amino)-4-methylpentanamido)-1-hydroxy-3-((S)-2-oxopyrrolidin-3-yl)propane-1-sulfonate